OB1OCC2=C1C(=C(C=C2)C(=O)N[C@@H](C(C)C)C(=O)OC2CCCC2)C Cyclopentyl (1-hydroxy-7-methyl-1,3-dihydrobenzo[c][1,2]oxaborole-6-carbonyl)-L-valinate